C(C)OCC=1N(C2=C(C=NC=3C=CC=C(C23)OC)N1)CC(C)C 2-(ethoxymethyl)-1-isobutyl-9-methoxy-imidazo[4,5-c]quinoline